Kalium-Aluminium silicat [Si]([O-])([O-])([O-])[O-].[Al+3].[K+]